BrC=1C(=C(OCC(=O)N[C@H]2[C@H]3CC[C@@H](C2)N3C#N)C=CC1)C#N 2-(3-bromo-2-cyanophenoxy)-N-((1R,2R,4S)-7-cyano-7-azabicyclo[2.2.1]heptan-2-yl)acetamide